[(1r,4r)-4-(oxan-4-yloxy)cyclohexyl]methanol O1CCC(CC1)OC1CCC(CC1)CO